ClC1=C(C=C(C(=O)O)C=C1)F 4-chloro-3-fluorobenzoic acid